NC1=NC=NN2C1=C(C(=C2)C=2C=NC(=CC2C)C#C)C2=CC[C@H](CC2)C(=O)N2[C@@H](CCC2)C ((S)-4-(4-amino-6-(6-ethynyl-4-methylpyridin-3-yl)pyrrolo[2,1-f][1,2,4]triazin-5-yl)cyclohex-3-en-1-yl)((R)-2-methylpyrrolidin-1-yl)methanone